3-((5-Bromo-2-hydroxyphenyl)sulfonamido)-2-hydroxy-N-((tetrahydrofuran-2-yl)methyl)-5-(trifluoromethoxy)benzamide BrC=1C=CC(=C(C1)S(=O)(=O)NC=1C(=C(C(=O)NCC2OCCC2)C=C(C1)OC(F)(F)F)O)O